O=S1(NC2(CN(C2)C(=O)N2CC3(C2)CC(C3)CC=3C=C(C#N)C=C(C3)C(F)(F)F)CC1)=O 3-[[2-(6,6-dioxo-6lambda6-thia-2,5-diazaspiro[3.4]octane-2-carbonyl)-2-azaspiro[3.3]heptan-6-yl]methyl]-5-(trifluoromethyl)benzonitrile